FC(S(=O)(=O)[O-])(F)F.C(C)(C)(C)OC([C@H](CCCCNC(=O)C=1C=CC(=NC1)[N+](C)(C)C)NC(=O)N[C@H](C(=O)OC(C)(C)C)CCC(=O)OC(C)(C)C)=O 5-(((S)-6-(tert-butoxy)-5-(3-((S)-1,5-di-tert-butoxy-1,5-dioxopentan-2-yl)ureido)-6-oxohexyl)carbamoyl)-N,N,N-trimethylpyridin-2-aminium trifluoromethanesulfonate